ClC=1C=CC(=C(C1)[C@@H]1[C@H](C1)C(=O)NC1=NC=NC(=C1)NCC=1N=C2N(C=C(C=C2N2C(N(C(C2)=O)C)=O)C2CC2)C1)C#N |r| rac-(1S*,2S*)-2-(5-chloro-2-cyanophenyl)-N-(6-(((6-cyclopropyl-8-(3-methyl-2,4-dioxoimidazolidin-1-yl)imidazo[1,2-a]pyridin-2-yl)methyl)amino)pyrimidin-4-yl)cyclopropane-1-carboxamide